FC1(CCN(CC1)C1=NC(=NC=C1C)NC(C1=C(C=C(C=C1)S(=O)(=O)C)N1CCC2(CC2)CC1)=O)F N-(4-(4,4-difluoropiperidin-1-yl)-5-methylpyrimidin-2-yl)-4-(methylsulfonyl)-2-(6-azaspiro[2.5]octan-6-yl)benzamide